FC(C(=O)NC=1C=C2C(=NC=NC2=CC1N1CCC(CC1)O)NC1=CC(=NC=C1)C1=C(C=CC=C1)F)=C 2-fluoro-N-(4-((2-(2-fluorophenyl)pyridin-4-yl)amino)-7-(4-hydroxypiperidin-1-yl)quinazolin-6-yl)acrylamide